(E)-2-(2-(2-hydroxy-5-methylphenyl)-2-(2-thienyl)vinyl)-pyridine OC1=C(C=C(C=C1)C)\C(=C/C1=NC=CC=C1)\C=1SC=CC1